C([O-])([O-])=O.[U+2](=O)=O.[Pb] lead uranyl carbonate